3-(1H-imidazol-1-ylmethyl)-4-phenoxyaniline N1(C=NC=C1)CC=1C=C(N)C=CC1OC1=CC=CC=C1